NC1=CC=C(C#N)C(=C1)C(F)(F)F 4-amino-6-(trifluoromethyl)benzonitrile